tribenzyloxyaniline (3-acetamido-6-acetyl-2-nitro-phenyl)4-[2-[2-[2-[2-[2-(2-benzyloxyethoxy)ethoxy]ethoxy]ethoxy]ethoxy]ethylmethyl-amino]benzoate C(C)(=O)NC=1C(=C(C(=CC1)C(C)=O)OC(C1=CC=C(C=C1)N(C)CCOCCOCCOCCOCCOCCOCC1=CC=CC=C1)=O)[N+](=O)[O-].C(C1=CC=CC=C1)OC1=C(N(OCC2=CC=CC=C2)OCC2=CC=CC=C2)C=CC=C1